diaminopropionic acid-N-palmitoyl-amide tri-hydrochloride Cl.Cl.Cl.C(CCCCCCCCCCCCCCC)(=O)NC(C(C)(N)N)=O